ClC1=CC=2N=C(N=C(C2C(=N1)OC)O)SC 7-chloro-5-methoxy-2-(methylthio)pyrido[4,3-d]pyrimidin-4-ol